(R)-4-methylcyclohex-3-ylcarbamic acid tert-butyl ester C(C)(C)(C)OC(N[C@@H]1CCCCC1C)=O